NC\C=C(\CN1C=NC2=C1C=C(C=C2C=2C=C(C=CC2F)C(C)=O)C(F)(F)F)/F (Z)-1-(3-(1-(4-amino-2-fluorobut-2-en-1-yl)-6-(trifluoromethyl)-1H-benzo[d]imidazol-4-yl)-4-fluorophenyl)ethan-1-one